5-bromo-1-methyl-1H-pyrrolo[2,3-b]pyridin BrC=1C=C2C(=NC1)N(C=C2)C